5-amino-7-bromo-3-cyclopropyl-1H-quinoxalin-2-one NC1=C2N=C(C(NC2=CC(=C1)Br)=O)C1CC1